N1(CCCC1)CC=1C=C(C#N)C=CC1 3-(pyrrolidin-1-ylmethyl)benzonitrile